C(CCCCCCCCCCCCCCCCCCC(=O)N)CCCCCCCCCCCCCCCCCC(=O)N ethylenebis-stearic amide